FC1=CC=C(C=C1)S(=O)(=O)NCCOC1=CC2=C(N=C(S2)C2=C3N=CC(=NC3=CC(=C2)CO)OC)C(=C1)C 4-fluoro-N-(2-((2-(7-(hydroxymethyl)-2-methoxyquinoxalin-5-yl)-4-methylbenzo[d]thiazol-6-yl)oxy)ethyl)benzenesulfonamide